FC(C=1C=C(C=C(C1)C(F)(F)F)P(CCCP(C1=CC(=CC(=C1)C(F)(F)F)C(F)(F)F)C1=CC(=CC(=C1)C(F)(F)F)C(F)(F)F)C1=CC(=CC(=C1)C(F)(F)F)C(F)(F)F)(F)F 1,3-bis[bis(3,5-ditrifluoromethylphenyl)phosphino]propane